propylene glycol triacrylate C(C=C)(=O)O.C(C=C)(=O)O.C(C=C)(=O)O.C(C(C)O)O